[Na].CC1C(=C(C(O1)=O)O)O 5-methyl-3,4-dihydroxy-2(5H)-furanone sodium salt